NCC=1C=C(NC2=CC=C(C=C2)F)C=C(C1)F 3-(aminomethyl)-5-fluoro-N-(4-fluorophenyl)aniline